8-chloro-3-(5-(difluoromethyl)-1,3,4-thiadiazol-2-yl)-N-(1-(fluoromethyl)cyclopropyl)-1-(3-methoxyprop-1-yn-1-yl)imidazo[1,5-a]pyridine-6-sulfonamide ClC=1C=2N(C=C(C1)S(=O)(=O)NC1(CC1)CF)C(=NC2C#CCOC)C=2SC(=NN2)C(F)F